ClC=1C=CC(=C(C1)C1=NN(C=C1NC(=O)C=1C=NN2C1N=CC=C2)C2C(N(CC2)CCN2CCOCC2)=O)OC(F)F N-[3-[5-chloro-2-(difluoromethoxy)phenyl]-1-[1-(2-morpholinoethyl)-2-oxo-pyrrolidin-3-yl]pyrazol-4-yl]pyrazolo[1,5-a]pyrimidine-3-carboxamide